4-(2-(((tert-butyldimethylsilyl)oxy)methyl)-1H-imidazol-1-yl)aniline [Si](C)(C)(C(C)(C)C)OCC=1N(C=CN1)C1=CC=C(N)C=C1